FC(C1=CC=C(C=C1)[C@H]1CC2(CN(C2)C(=O)C2CC3(C2)NC(OC3)=O)CC1)(F)F |o1:8| (2s,4s)-2-((R*)-6-(4-(Trifluoromethyl)phenyl)-2-azaspiro[3.4]octane-2-carbonyl)-7-oxa-5-azaspiro[3.4]octan-6-one